C(C1=CC=CC=C1)[C@@H]1NC(N(C1=O)C1CC2(CC(C2)OC2=C(C(=O)N)C=CC=N2)C1)=O 2-(((αr)-6-((S)-4-benzyl-2,5-dioxoimidazolidin-1-yl)spiro[3.3]heptan-2-yl)oxy)nicotinamide